C1(CC1)C=1N=NN(C1)[C@H](C(=O)N1[C@@H](C[C@H](C1)O)C(=O)NC1CN(CC1)CC1=CC(=CC(=C1)OC)OC)C(C)(C)C (2S,4R)-1-[(2S)-2-(4-cyclopropyltriazol-1-yl)-3,3-dimethyl-butanoyl]-N-[1-[(3,5-dimethoxyphenyl)methyl]pyrrolidin-3-yl]-4-hydroxy-pyrrolidine-2-carboxamide